ClC1=C2C(=NC=C1C1=CC=CC(=N1)N1C(CNCC1)=O)NC=C2C2CC2 1-(6-(4-chloro-3-cyclopropyl-1H-pyrrolo[2,3-b]pyridin-5-yl)pyridin-2-yl)piperazin-2-one